1,2-Octanediol diacrylate C(C=C)(=O)OCC(CCCCCC)OC(C=C)=O